FC(OC=1C=C(C=CC1)[C@@H](C)NC(=O)NC1CC2(C1)CCC2)F |r| (±)-1-(1-(3-(difluoromethoxy)phenyl)ethyl)-3-(spiro[3.3]heptan-2-yl)urea